(biphenylyl)(dimethylfluorenyl)(diphenylfluorenyl)(biphenylyl)(dimethylfluorenyl)(diphenylfluorenyl)amine C1(=C(C=CC=C1)C=1C(=C2C=3C(=C(C(=C(C3CC2=CC1)N(C1=C(C(=CC=2C3=CC=CC=C3CC12)C)C)C1=C(C=CC=C1)C1=CC=CC=C1)C1=CC=CC=C1)C1=CC=CC=C1)C1=C(C(=CC=2C3=CC=CC=C3CC12)C1=CC=CC=C1)C1=CC=CC=C1)C1=C(C(=CC=2C3=CC=CC=C3CC12)C)C)C1=CC=CC=C1